5-[3-(1,3,5-trimethylpyrazol-4-yl)pyrazolo[1,5-a]pyridin-5-yl]furan-3-carboxamide CN1N=C(C(=C1C)C=1C=NN2C1C=C(C=C2)C2=CC(=CO2)C(=O)N)C